BrC(O)C1=CC=CC=C1 α-bromobenzenemethanol